ClC1=NN(C=C1)C=1C=C(C(=NC1)C=1C=C2CCC(N(C2=CN1)CC(C(F)(F)F)(F)F)=O)S(=O)(=O)CC 6-[5-(3-chloropyrazol-1-yl)-3-ethylsulfonyl-2-pyridyl]-1-(2,2,3,3,3-pentafluoropropyl)-3,4-dihydro-1,7-naphthyridin-2-one